FC(OC1=CC=CC=2C(N[C@H]3C=4N([C@@H](C21)C3)C3=C(N4)C=CC(=C3)C=3C=NC(=NC3)N3C4COCC3CC4)=O)F (7R,14R)-1-(difluoromethoxy)-11-[2-(3-oxa-8-azabicyclo[3.2.1]oct-8-yl)pyrimidin-5-yl]-6,7-dihydro-7,14-methanobenzimidazo[1,2-b][2,5]benzodiazocin-5(14H)-one